C1(=CC=C(C=C1)O[C@@H]1C[C@H](N(C1)C(=O)OC(C)(C)C)C(=O)OC)C 1-(tert-butyl) 2-methyl (2S,4R)-4-(p-tolyloxy)pyrrolidine-1,2-dicarboxylate